C(C)(C)(C)C1=NOC(=N1)C=1C(=NC(=NC1)NC=1C=C2C(CCS(C2=CC1)(=O)=O)O)N[C@H](CO)C1=CC=CC=C1 6-[[5-(3-tert-butyl-1,2,4-oxadiazol-5-yl)-4-[[(1S)-2-hydroxy-1-phenyl-ethyl]amino]pyrimidin-2-yl]amino]-1,1-dioxo-3,4-dihydro-2H-thiochromen-4-ol